NC=1N=CC(=NC1C1=CC(=NO1)C1=C(C=C(C=C1)CNCC(C)F)F)C1=CC=C(C=C1)S(=O)(=O)C(CCO)C 3-(4-(5-amino-6-(3-(2-fluoro-4-((2-fluoropropylamino)methyl)phenyl)isoxazol-5-yl)pyrazin-2-yl)phenylsulfonyl)butan-1-ol